PRENYLTHIOL CC(=CCS)C